SCO Mercaptomethanol